COC(=O)C=1N(C2=CC=C(C(=C2C1CC)C=1C(=NN(C1C)C)CO)Cl)CCC(=O)OC 5-chloro-4-(3-(hydroxymethyl)-1,5-dimethyl-1H-pyrazol-4-yl)-1-(3-methoxy-3-oxopropyl)-3-ethyl-1H-indole-2-carboxylic acid methyl ester